C1(=CC=CC=C1)[Si](C1=CC=C(C=C1)C1=C(C=CC=2C3=CC=CC=C3CC12)N)(C1=CC=CC=C1)C1=CC=CC=C1 (4-(triphenylsilyl)phenyl)-9H-fluoren-2-amine